C(C)(C)(C)C1=CC=C(C=C1)N(C(=O)C1N(CC1(C)C)C(=O)OC(C)(C)C)C(C(=O)NC1CCCCC1)C=1C=NC=CC1 Tert-butyl 2-[(4-tert-butylphenyl)-[2-(cyclohexylamino)-2-oxo-1-(3-pyridyl)ethyl]carbamoyl]-3,3-dimethyl-azetidine-1-carboxylate